hydrofluoric acid-triethylamine salt C(C)N(CC)CC.F